ClC1=CC=C(C=C1)NC(NC(NCCCCCCNC(=N)NC(=N)NC1=CC=C(C=C1)Cl)=N)=N 1,1'-hexamethylene-bis-{5-(4-chlorophenyl)-biguanide}